5-(5-(trifluoromethyl)nicotinamido)-N-(3-(trifluoromethyl)phenyl)-1,2,3-thiadiazole-4-carboxamide FC(C=1C=NC=C(C(=O)NC2=C(N=NS2)C(=O)NC2=CC(=CC=C2)C(F)(F)F)C1)(F)F